C(C)(C)(C)OC(=O)N1[C@H](CCC1)C(CBr)=O.FC1=C(OC2=CC=NC3=CC(=CC=C23)OC)C(=CC(=C1)[N+](=O)[O-])F 4-(2,6-difluoro-4-nitrophenoxy)-7-methoxyquinoline tert-butyl-(R)-2-(2-bromoacetyl)pyrrolidine-1-carboxylate